cis-3-(3-(5-amino-1-(tert-butyl)-1H-pyrazol-3-yl)cyclopentyl)-1-isopropylimidazolidine-2,4-dione NC1=CC(=NN1C(C)(C)C)[C@H]1C[C@H](CC1)N1C(N(CC1=O)C(C)C)=O